6-{[2-(1-methylpyrazol-4-yl)-4-pyridyl]oxy}-3-[2-(1-piperidyl)ethyl]-2H-1,3-benzoxazin-4-one CN1N=CC(=C1)C1=NC=CC(=C1)OC=1C=CC2=C(C(N(CO2)CCN2CCCCC2)=O)C1